C1(=CC=CC=C1)N(C=1C=CC=2N(C3=CC=CC=C3C2C1)C1=NC(=C(C(=C1N1C2=CC=C(C=C2C=2C=C(C=CC12)C)C)C1=CC(=NC(=C1)C1=CC=CC=C1)C1=CC=CC=C1)N1C2=CC=C(C=C2C=2C=C(C=CC12)C)C)N1C2=CC=C(C=C2C=2C=C(C=CC12)C)C)C1=CC=CC=C1 N,N-diphenyl-9-(3,5,6-tris(3,6-dimethyl-9H-carbazol-9-yl)-2',6'-diphenyl-[4,4'-bipyridin]-2-yl)-9H-carbazol-3-amine